5-(4-chlorophenyl)-7-(2-((1-cyclopropyl-1H-pyrazol-4-yl)amino)pyridin-4-yl)-2,3-dimethylpyrido[2,3-d]pyridazin-8(7H)-one ClC1=CC=C(C=C1)C=1C2=C(C(N(N1)C1=CC(=NC=C1)NC=1C=NN(C1)C1CC1)=O)N=C(C(=C2)C)C